ClC1=C(C=CC=C1S)N=S1(CCOCC1)=O 4-((2-chloro-3-mercaptophenyl)imino)-1,4λ6-Oxathiane 4-oxide